tert-butyl ((S)-1-amino-1-oxo-3-((R*)-5-oxo-4,5,6,7-tetrahydropyrazolo[1,5-a]pyrimidin-6-yl)propan-2-yl)carbamate NC([C@H](C[C@H]1C(NC=2N(C1)N=CC2)=O)NC(OC(C)(C)C)=O)=O |o1:4|